C1(CC1)C1=NC(=CC(=N1)C(=O)OC)N1C2CN(CC1C2)C methyl 2-cyclopropyl-6-(3-methyl-3,6-diazabicyclo[3.1.1]heptan-6-yl)pyrimidine-4-carboxylate